C1(CCCCC1)NS(=O)(=O)C=1C=2C3=C(C(N(C3=CC1)CC(C)C)=O)C=CC2 N-cyclohexyl-1-isobutyl-2-oxo-1,2-dihydrobenzo[cd]indole-6-sulfonamide